2,4-diamino-5-methylphenol NC1=C(C=C(C(=C1)N)C)O